OC(=O)C(F)(F)F.CNC1CCN(CC1)C=1C=C(NC2C(NC(CC2)=O)=O)C=CC1 3-[3-[4-(methylamino)-1-piperidyl]anilino]piperidine-2,6-dione TFA salt